C(C1=CC=CC=C1)O[C@@H](CCOC[C@H](OC1=NC(=CC(=N1)C1=NN(C2=CC=C(C=C12)O)C1OCCCC1)N1CC(C1)OC)C)C 3-[2-[(1R)-2-[(3R)-3-benzyloxybutoxy]-1-methyl-ethoxy]-6-(3-methoxyazetidin-1-yl)pyrimidin-4-yl]-1-tetrahydropyran-2-yl-indazol-5-ol